NC1=C(C=CC=C1)C1=CC(=C(C(=N1)OC)C#N)C1=CC=C(C=C1)F 6-(2-Aminophenyl)-4-(4-fluorophenyl)-2-methoxypyridine-3-carbonitrile